C(C(=O)[O-])(=O)OC#CC propynyl oxalate